N1C(=NC2=C1C=CC=C2)NC=2C=C(C(=O)NO)C=CC2 3-((1H-benzo[d]imidazol-2-yl)amino)-N-hydroxybenzamide